tert-butyl 3-oxo-4-(2,3,4-trifluorophenyl)butanoate O=C(CC(=O)OC(C)(C)C)CC1=C(C(=C(C=C1)F)F)F